FC(C(=O)O)(F)F.FC(C(=O)O)(F)F.NC1(CN(CCC1)C=1C(=CC(=NC1)C1=CC(=C(C=C1)F)F)CC=1C=NN2C1N=CN=C2N)C2=NC=CC=C2 8-((5-(3-amino-3-(pyridin-2-yl)piperidin-1-yl)-2-(3,4-difluorophenyl)pyridin-4-yl)methyl)pyrazolo[1,5-a][1,3,5]triazin-4-amine bis(2,2,2-trifluoroacetate)